4-(1-((6-(4-chlorophenyl)spiro[3.5]Non-6-en-7-yl)methyl)piperidin-4-yl)benzoic acid methyl ester COC(C1=CC=C(C=C1)C1CCN(CC1)CC1=C(CC2(CCC2)CC1)C1=CC=C(C=C1)Cl)=O